4-[(E)-3-(4-Morpholin-4-ylphenyl)-3-oxoprop-1-enyl]benzoic acid N1(CCOCC1)C1=CC=C(C=C1)C(/C=C/C1=CC=C(C(=O)O)C=C1)=O